CC=1C=CC(=NC1)C 5-methyl-2-METHYLPYRIDINE